COCC1=CC=C(C(=O)[O-])C=C1 4-methoxymethylbenzoate